N-(4-(2,4-dichlorophenoxy)-3-(3-methylbenzo[d]isoxazol-5-yl)phenyl)ethanesulfonamide ClC1=C(OC2=C(C=C(C=C2)NS(=O)(=O)CC)C=2C=CC3=C(C(=NO3)C)C2)C=CC(=C1)Cl